C1CCC2=NC3=C(C(=C21)NC(=O)N=[S@](=O)(N)C=2SC=C(C2)C(C)C)CCC3 (R)-N'-((1,2,3,5,6,7-hexahydrodicyclopenta[b,e]pyridin-8-yl)carbamoyl)-4-isopropylthiophene-2-sulfonimidamide